3-(4-fluoro-2-(trifluoromethyl)phenoxy)-5,6-dihydro-[1,2,4]triazolo[4,3-a]pyrazine-7(8H)-carboxylic acid tert-butyl ester C(C)(C)(C)OC(=O)N1CC=2N(CC1)C(=NN2)OC2=C(C=C(C=C2)F)C(F)(F)F